4-(4-{4-[(1S)-1-{[7-oxo-8-(propan-2-yl)-7,8-dihydropyrido[2,3-d]pyrimidin-2-yl]amino}ethyl]phenyl}tetrahydro-2H-pyran-4-yl)piperazine-1-carbonitrile O=C1C=CC2=C(N=C(N=C2)N[C@@H](C)C2=CC=C(C=C2)C2(CCOCC2)N2CCN(CC2)C#N)N1C(C)C